CC1(COC1)S(=O)(=O)C1(CC1)CO (1-((3-methyloxetan-3-yl)sulfonyl)cyclopropyl)methanol